(1-(2-(6-(Trifluoromethyl)imidazo[1,2-a]pyrazin-3-yl)pyrimidin-4-yl)piperidin-3-yl)methanol FC(C=1N=CC=2N(C1)C(=CN2)C2=NC=CC(=N2)N2CC(CCC2)CO)(F)F